2-chloro-N-(3-chloro-4-(pyrrolidin-1-ylmethyl)benzyl)-3-nitroquinolin-4-amine ClC1=NC2=CC=CC=C2C(=C1[N+](=O)[O-])NCC1=CC(=C(C=C1)CN1CCCC1)Cl